(S)-4-((1-(4-((1,2-dimethyl-1H-indol-5-yl)oxy)-3-fluorophenyl)ethyl)amino)-2-ethyl-2,3-dihydro-1H-pyrrolo[3,4-c]pyridin-1-one CN1C(=CC2=CC(=CC=C12)OC1=C(C=C(C=C1)[C@H](C)NC1=NC=CC2=C1CN(C2=O)CC)F)C